OC(CN1C(CC(C1)COC1=CC=C(C=C1)S(=O)(=O)C)C)C=1C=C(C#N)C=CC1 3-(1-hydroxy-2-{4-[(4-methanesulfonylphenoxy)methyl]-2-methylpyrrolidin-1-yl}ethyl)benzonitrile